furyl-(furan) O1C(=CC=C1)C=1OC=CC1